N1CC(=CC1)C(=O)[O-] 2,5-dihydro-1H-pyrrole-3-carboxylate